N-(2-(4,4-difluorocyclohexyl)-4-(2,5-difluorophenyl)pyridin-3-yl)-2-((1R,5S)-3-methyl-3,8-diazabicyclo[3.2.1]octan-8-yl)pyrimidine-5-carboxamide FC1(CCC(CC1)C1=NC=CC(=C1NC(=O)C=1C=NC(=NC1)N1[C@H]2CN(C[C@@H]1CC2)C)C2=C(C=CC(=C2)F)F)F